COC[C@H]1N2CC(C[C@H]2CC1)=C (5S,7aR)-5-(methoxymethyl)-2-methylenetetrahydro-1H-pyrrolizine